(R)-4-((1-(3-(difluoromethyl)-2-fluorophenyl)ethyl)amino)-6-(4-hydroxytetrahydro-2H-pyran-4-yl)-2-methylpyrido[2,3-d]pyrimidin-7(8H)-one FC(C=1C(=C(C=CC1)[C@@H](C)NC=1C2=C(N=C(N1)C)NC(C(=C2)C2(CCOCC2)O)=O)F)F